C([AlH]CCCCCCCCCCCCCC(C)C)(=O)O aluminaisostearic acid